(S)-3,4-dichloro-N-(3-(1-oxo-1-((4-(trifluoromethyl)phenyl)amino)propan-2-yl)bicyclo[1.1.1]pentan-1-yl)benzamide ClC=1C=C(C(=O)NC23CC(C2)(C3)[C@@H](C(NC3=CC=C(C=C3)C(F)(F)F)=O)C)C=CC1Cl